octadecyl-triethylmethyl-silane C(CCCCCCCCCCCCCCCCC)C[Si](CC)(CC)CC